2-((3-(4-fluoro-2-(3-fluorophenyl)pyrrolidine-1-carbonyl)bicyclo[1.1.1]-pentan-1-yl)methoxy)-pyrimidine-5-carbonitrile FC1CC(N(C1)C(=O)C12CC(C1)(C2)COC2=NC=C(C=N2)C#N)C2=CC(=CC=C2)F